4-((1R,5S)-3,8-diazabicyclo[3.2.1]octan-3-yl)-7-(8-chloronaphthalen-1-yl)-8-fluoro-2-((2-methyltetrahydro-1H-pyrrolizin-7a(5H)-yl)methoxy)pyrido[4,3-d]pyrimidin bis-hydrochloride Cl.Cl.[C@H]12CN(C[C@H](CC1)N2)C=2C1=C(N=C(N2)OCC23CCCN3CC(C2)C)C(=C(N=C1)C1=CC=CC2=CC=CC(=C12)Cl)F